C(C)(C)(C)C1=CC=C(C=C1)C1=NC(=C(C(=N1)C)C(=O)O)C(F)(F)F 2-(4-(tert-butyl)phenyl)-4-methyl-6-(trifluoromethyl)pyrimidine-5-carboxylic acid